C1(CCC1)N(C1=CC(=CC(=N1)C(=O)NC1=CC=C(C(=O)O)C=C1)C)CC 4-(6-(cyclobutyl-(ethyl)amino)-4-methylpyridinamido)benzoic acid